C(C)SCCSCCN(CCSCCSCC)CC=1C(=CC=C2C(=CC(OC12)=O)C)O 8-((bis(2-((2-(ethylthio)ethyl)thio)ethyl)amino)methyl)-7-hydroxy-4-methyl-2H-chromen-2-one